5-bromo-1-[2-fluoro-6-(trifluoromethyl)benzyl]-6-methyl-3-[2(R)-amino-2-phenylethyl]-pyrimidine-2,4(1H,3H)-dione hydrochloride Cl.BrC=1C(N(C(N(C1C)CC1=C(C=CC=C1C(F)(F)F)F)=O)C[C@@H](C1=CC=CC=C1)N)=O